2-benzyl 1-(tert-butyl) (2S,4S)-4-(o-tolyl)pyrrolidine-1,2-dicarboxylate C1(=C(C=CC=C1)[C@@H]1C[C@H](N(C1)C(=O)OC(C)(C)C)C(=O)OCC1=CC=CC=C1)C